2-(1-fluoroethyl)(5-2H)-1-benzofuran FC(C)C=1OC2=C(C1)C=C(C=C2)[2H]